C1(CC1)N1N=CC(=C1)[C@@H]1OCC[C@@H](C1)C=1C=C(C=2N(N1)C(C(=C(N2)C)C)=O)C21CC(C2)(C1)C(F)(F)F 7-[(2R,4S)-2-(1-cyclopropylpyrazol-4-yl)tetrahydropyran-4-yl]-2,3-dimethyl-9-[3-(trifluoromethyl)-1-bicyclo[1.1.1]pentanyl]pyrimido[1,2-b]pyridazin-4-one